(E)-3-(5-((E)-3-(3-chlorophenyl)-3-oxoprop-1-en-1-yl)-1-methyl-1H-pyrrol-2-yl)acrylic acid ClC=1C=C(C=CC1)C(/C=C/C1=CC=C(N1C)/C=C/C(=O)O)=O